O[C@H]1[C@@H](O[C@@H]([C@H]1O)CO)N1N=C(N=C1)C(=O)N 1-((2R,3R,4S,5R)-3,4-dihydroxy-5-(hydroxymethyl)tetrahydro-furan-2-yl)-1H-1,2,4-triazole-3-carboxamide